C12(CC3CC(CC(C1)C3)C2)CN2C[C@@H]3[C@H](C2)CC(C3)NC3=NC=C(N=C3)C=3C(=NN(C3)C)C (3aR,5s-6aS)-2-(1-adamantylmethyl)-N-[5-(1,3-dimethylpyrazol-4-yl)pyrazin-2-yl]-3,3a,4,5,6,6a-hexahydro-1H-cyclopenta[c]pyrrol-5-amine